4-(aminopropyl)octane-1,8-diamine NCCCC(CCCN)CCCCN